C(C)(C)(C)C1=C(OCC=2NC(NC2)=O)C=CC(=C1)C(C)(C)C 4-[(2,4-Di-t-butylphenoxy)methyl]1,3-dihydro-imidazol-2-one